6-(6-methoxy-5-nitropyridin-3-yl)pyrido[3,2-d]pyrimidin-4-ol COC1=C(C=C(C=N1)C=1C=CC=2N=CN=C(C2N1)O)[N+](=O)[O-]